C(C)OC(=O)C1=C(C=2C(=NC(=CC2C(F)(F)F)C2=CC=C(C=C2)Br)S1)N 3-amino-6-(4-bromophenyl)-4-(trifluoromethyl)thieno[2,3-b]Pyridine-2-carboxylic acid ethyl ester